1-Butyl-3-(24-Tetradecyloctatriacont-9-en-19-yl)-1H-Imidazol-3-ium Chlorid [Cl-].C(CCC)N1C=[N+](C=C1)C(CCCCCCCCC=CCCCCCCCC)CCCCC(CCCCCCCCCCCCCC)CCCCCCCCCCCCCC